9,10-phenanthroline C1=CC=CC2=CC=C3C=CN=NC3=C12